1,2-bis(5-azido-1H-1,2,4-triazol-3-yl)diazene N(=[N+]=[N-])C1=NC(=NN1)N=NC1=NNC(=N1)N=[N+]=[N-]